COC(C1=CC(=C(C=C1)Cl)F)=O Methyl-4-chloro-3-fluorobenzoate